N-boc-pyrrolidine-3-methanol C(=O)(OC(C)(C)C)N1CC(CC1)CO